NC1=NC2=CC=C(C=C2C=C1CO)C(=O)N(N(C1=NC=CC=N1)C1CC1)CC1=NC=C(C=C1)C(F)(F)F 2-amino-N'-cyclopropyl-3-(hydroxymethyl)-N'-(pyrimidin-2-yl)-N-((5-(trifluoromethyl)pyridin-2-yl)methyl)quinoline-6-carbohydrazide